CC1C2C(C(CC1C=O)C2)(C)C 2,6,6-trimethyl-bicyclo[3.1.1]Heptane-3-formaldehyde